(22Z)-2α,3α-Dihydroxy-5α-chol-22-en-6-one O[C@H]1[C@H](C[C@@H]2C(C[C@H]3[C@@H]4CC[C@H]([C@@H](\C=C/C)C)[C@]4(CC[C@@H]3[C@]2(C1)C)C)=O)O